ClC1=CC=C(C=C1)[C@@H](CCNC(C1=C(C=CC(=C1)C=1C=CC=2N(N1)C=C(N2)NC(C)=O)C)=O)O N-[(3R)-3-(4-chlorophenyl)-3-hydroxypropyl]-5-{2-acetamidoimidazo[1,2-b]pyridazin-6-yl}-2-methylbenzamide